bismuth-indium-gallium-zinc [Zn].[Ga].[In].[Bi]